C1=C[NH2+]C=2C=CC3=C(C12)C=CC=C3 benzo[e]indolium